2-(2-BROMO-4-IODO-5-PYRAZOL-1-YL-PHENOXY)PROPOXY-TERT-BUTYL-DIMETHYL-SILANE BrC1=C(OC(CO[Si](C)(C)C(C)(C)C)C)C=C(C(=C1)I)N1N=CC=C1